ethyl 2-[1-(2-cyanophenyl)-1-[1-(2-methoxyethyl) pyrazol-4-yl] propan-2-yl]-5-methoxy-1-methyl-6-oxopyrimidine-4-carboxylate C(#N)C1=C(C=CC=C1)C(C(C)C=1N(C(C(=C(N1)C(=O)OCC)OC)=O)C)C=1C=NN(C1)CCOC